5-(1H-pyrrole-2-ylmethylidene)-2,2-dimethyl-1,3-dioxane-4,6-dione N1C(=CC=C1)C=C1C(OC(OC1=O)(C)C)=O